Cl.Cl.C[C@@H]1CN(C[C@@H](N1)C)C=1N=NC(=CN1)C1=C(C=C(C=C1)C1=CC2=CN(N=C2C(=C1)C#N)C)O 5-(4-{3-[(3R,5S)-3,5-dimethylpiperazin-1-yl]-1,2,4-triazin-6-yl}-3-hydroxyphenyl)-2-methyl-2H-indazole-7-carbonitrile dihydrochloride